C(C(C)(C)C)F neo-pentyl fluoride